COC1=C(C2=CC=CC=C2C=C1)CN1N=CC=C1O 1-((2-methoxynaphthalen-1-yl)methyl)-1H-pyrazol-5-ol